C1(=CC=CC=C1)N1CCN(CC1)C(=O)OC(C)(C)C tert-Butyl 4-phenylpiperazine-1-carboxylate